(2R,4S)-4-[tert-butyl(dimethyl)silyl]oxy-2-methyl-pyrrolidine-2-carboxamide [Si](C)(C)(C(C)(C)C)O[C@H]1C[C@@](NC1)(C(=O)N)C